FC1=CC=C2C(=CNC2=C1)CC(=O)N1C[C@@H](OCC1)CC(=O)O (S)-2-(4-(2-(6-fluoro-1H-indol-3-yl)acetyl)morpholin-2-yl)acetic acid